1-N'-[4-(6-carbamoyl-7-methoxyquinolin-4-yl)oxy-3-chlorophenyl]-1-N-(4-fluorophenyl)cyclopropane-1,1-dicarboxamide C(N)(=O)C=1C=C2C(=CC=NC2=CC1OC)OC1=C(C=C(C=C1)NC(=O)C1(CC1)C(=O)NC1=CC=C(C=C1)F)Cl